BrC1=C(C(=CC(=C1)C(C)(C)C)C(C)(C)C)O 2-bromo-4,6-di-tertiary butyl-phenol